3-(4-(1H-indol-3-yl)thiophen-2-yl)-3-oxopropanoic acid N1C=C(C2=CC=CC=C12)C=1C=C(SC1)C(CC(=O)O)=O